OC1=CC2=C(C(CO2)=C=O)C=C1C(=O)[O-] 6-hydroxy-3-carbonyl-2,3-dihydrobenzofuran-5-carboxylate